OC1=C(C(=NN1C1=NC=C(C=C1)C=1OC=CN1)C)C1=CC=C(C#N)C=C1 4-(5-hydroxy-3-methyl-1-(5-(oxazol-2-yl)pyridin-2-yl)-1H-pyrazol-4-yl)benzonitrile